OCC1CCC(CC1)N1N=CC(=C1)C(=O)OC(C)(C)C tert-butyl 1-(4-(hydroxymethyl)cyclohexyl)-1H-pyrazole-4-carboxylate